2-(4,4-Dimethyl-1-piperidyl)-6-(3-fluoro-5-isobutoxyphenyl)-N-(3-hydroxyphenyl)sulfonylpyridin-3-carboxamid CC1(CCN(CC1)C1=NC(=CC=C1C(=O)NS(=O)(=O)C1=CC(=CC=C1)O)C1=CC(=CC(=C1)OCC(C)C)F)C